8-bromo-2-(1-((3,3-difluorocyclobutyl)methyl)-1H-pyrazol-4-yl)-7-((2-methyl-1-((2-(trimethylsilyl)ethoxy)methyl)-1H-benzo[d]imidazol-5-yl)oxy)quinoxaline BrC=1C(=CC=C2N=CC(=NC12)C=1C=NN(C1)CC1CC(C1)(F)F)OC1=CC2=C(N(C(=N2)C)COCC[Si](C)(C)C)C=C1